C(C)(C)(C)OC(NC=1SC=2N=C(N=CC2N1)N1C(CCCC1)=O)=O.Cl.NC=1SC=2N=C(N=CC2N1)N1C(CCCC1)=O 1-{2-amino-[1,3]thiazolo[5,4-d]pyrimidin-5-yl}piperidin-2-one hydrochloride tert-butyl-N-[5-(2-oxo-1-piperidyl)thiazolo[5,4-d]pyrimidin-2-yl]carbamate